C(C=C)(=O)N1[C@@H](CN(CC1)C1=C(C(N(C2=NC(=C(C=C12)Cl)C1=C(C(=C(C(=C1Cl)F)F)F)N)C=1C(=NC=CC1C)C(C)C)=O)C#N)C ((R)-4-propenoyl-3-methylpiperazin-1-yl)-7-(2-amino-6-chloro-3,4,5-trifluorophenyl)-6-chloro-1-(2-isopropyl-4-methylpyridin-3-yl)-2-oxo-1,2-dihydro-1,8-naphthyridine-3-carbonitrile